FCCCN1C[C@H](CC1)OC1=CC=C(C=C1)C1=C(CCCC2=C1C=CC(=C2)O)C2=CC(=CC=C2)O 5-[4-[(3S)-1-(3-fluoropropyl)pyrrolidin-3-yl]oxyphenyl]-6-(3-hydroxyphenyl)-8,9-dihydro-7H-benzo[7]annulen-2-ol